ClC=1C=C(C(=NC1)N1CCC(CC1)(F)F)C(=O)NC=1C=NC=C(C1)S(N)(=O)=O 5-chloro-2-(4,4-difluoro-1-piperidyl)-N-(5-sulfamoyl-3-pyridyl)pyridine-3-carboxamide